N-(3-(4-(3-(7-fluoro-1-oxo-1,2-dihydroisoquinolin-3-yl)propyl)piperazin-1-yl)phenyl)acetamide FC1=CC=C2C=C(NC(C2=C1)=O)CCCN1CCN(CC1)C=1C=C(C=CC1)NC(C)=O